5-(5-fluoro-3'-(trifluoromethoxy)-[1,1'-biphenyl]-2-yl)-3-(4-(1-methyl-4-(trifluoromethyl)-1H-imidazol-2-yl)phenyl)-1,2,4-oxadiazole FC=1C=CC(=C(C1)C1=CC(=CC=C1)OC(F)(F)F)C1=NC(=NO1)C1=CC=C(C=C1)C=1N(C=C(N1)C(F)(F)F)C